C1(CC1)C=1N=NN(C1)[C@H](C(=O)N1[C@@H](C[C@H](C1)O)C(=O)NCC1=NC=C(C=N1)C)C(C)(C)C (2S,4R)-1-[(2S)-2-(4-cyclopropyltriazol-1-yl)-3,3-dimethyl-butanoyl]-4-hydroxy-N-[(5-methylpyrimidin-2-yl)methyl]pyrrolidine-2-carboxamide